CCCCCCCCC(=O)C(=O)O oxodecanoic acid